NC1=C(C(=C(C(=O)OCC)C=C1)C)Cl ethyl 4-amino-3-chloro-2-methyl-benzoate